OC1=CC=CC=2CC3=CC=CC(=C3C(C12)=O)O 1,8-dihydroxy-9,10-dihydroanthracene-9-one